ClC=1C(=C(C(=O)NC2=C(C=CC=C2)OCC)C=C(C1)Cl)NC(C1=CC(=CC=C1)[N+](=O)[O-])=O 3,5-dichloro-N-(2-ethoxyphenyl)-2-[(3-nitrobenzoyl)amino]benzamide